NC=1NC(C=2N(C(N(C2N1)[C@@H]1O[C@H]([C@@H]([C@H]1O)O)CO)=O)CC#C)=O |&1:12| 2-Amino-9-((2R,3R,4R,SR)-3,4-dihydroxy-5-(hydroxymethyl)tetrahydrofuran-2-yl)-7-(prop-2-yn-1-yl)-7,9-dihydro-1H-purine-6,8-dione